2-(4-(6-((5-((2-chloro-6-methylphenyl)carbamoyl)thiazol-2-yl)amino)-2-methylpyrimidin-4-yl)piperazin-1-yl)ethyl methanesulfonate CS(=O)(=O)OCCN1CCN(CC1)C1=NC(=NC(=C1)NC=1SC(=CN1)C(NC1=C(C=CC=C1C)Cl)=O)C